{[7-(8-chloronaphthalen-1-yl)-8-fluoro-4-[(1R,5S)-8-[(prop-2-en-1-yloxy)carbonyl]-3,8-diazabicyclo[3.2.1]octan-3-yl]pyrido[4,3-d]pyrimidin-2-yl]oxy}acetic acid ClC=1C=CC=C2C=CC=C(C12)C1=C(C=2N=C(N=C(C2C=N1)N1C[C@H]2CC[C@@H](C1)N2C(=O)OCC=C)OCC(=O)O)F